ClC1N(CC2(C3=CC=CC=C13)CC(C2)N)C cis-chloro-3-amino-2'-methyl-1',2'-dihydro-3'H-spiro[cyclobutane-1,4'-isoquinoline]